C(CCCCCCCCCCCCC)OC(C(C)OCCCCCCCCCCCCCC)N 1,2-dimyristoxypropylamine